(S)-1-(2-fluorophenyl)-3-(isoquinolin-4-yl)-2-oxoimidazolidine-4-carbonitrile FC1=C(C=CC=C1)N1C(N([C@@H](C1)C#N)C1=CN=CC2=CC=CC=C12)=O